methyl 3-[1-[(1S)-1-[(2S,4R)-4-hydroxy-2-(methylcarbamoyl)pyrrolidine-1-carbonyl]-2,2-dimethyl-propyl]triazol-4-yl]-2,2-dimethyl-propanoate O[C@@H]1C[C@H](N(C1)C(=O)[C@H](C(C)(C)C)N1N=NC(=C1)CC(C(=O)OC)(C)C)C(NC)=O